C(C)OC(=O)C1=NN(C=C1)CC1=CC=C(C=C1)F 1-(4-fluorobenzyl)-1H-pyrazole-3-carboxylic acid ethyl ester